(4-aminophenyl)(imino)(methyl)-λ6-sulfanone NC1=CC=C(C=C1)S(=O)(C)=N